FC(S(=O)(=O)C=1C=C(C=CC1)S(=O)(=O)N)(F)F 3-((trifluoromethyl)-sulfonyl)benzenesulfonamide